Cl.FC=1C=C(C=CC1)C(=O)N1CCNCC1 (3-fluorophenyl)(piperazin-1-yl)methanone HCl